FC(C=1C(=C(C=CC1)[C@@H](C)NC1=CC=NC2=CC=C(C=C12)N1C[C@@H](CC1)NC)F)F N-((R)-1-(3-(difluoromethyl)-2-fluorophenyl)ethyl)-6-((R)-3-(methylamino)pyrrolidin-1-yl)quinolin-4-amine